C(N)(=O)C1=C(SC=C1)NC(CCC(=O)O)=O 4-[(3-carbamoyl-2-thienyl)amino]-4-oxo-butyric acid